O=CCC1CCN(CC1)C(=O)OCCCC butyl 4-(2-oxoethyl)piperidin-1-carboxylate